4-heptyl-phosphonous acid CCCC(CCC)P(O)O